(5-((R)-2-(5-fluoro-2-methoxypyridin-3-yl)pyrrolidin-1-yl)pyrazolo[1,5-a]pyrimidin-3-yl)(1H-imidazol-2-yl)methanol FC=1C=C(C(=NC1)OC)[C@@H]1N(CCC1)C1=NC=2N(C=C1)N=CC2C(O)C=2NC=CN2